5-chloro-4-(cyclopentylmethoxy)-2-fluoro-N-((octahydro-2,7-naphthyridin-2(1H)-yl)sulfonyl)benzamide ClC=1C(=CC(=C(C(=O)NS(=O)(=O)N2CC3CNCCC3CC2)C1)F)OCC1CCCC1